2'-chloro-5'-methoxy-N-[6-(3-methoxyazetidin-1-yl)-[1,3]thiazolo[4,5-c]pyridin-2-yl]-6-methyl-[4,4'-bipyridine]-3-carboxamide ClC1=NC=C(C(=C1)C1=C(C=NC(=C1)C)C(=O)NC=1SC2=C(C=NC(=C2)N2CC(C2)OC)N1)OC